C(#N)C(C)(OC1=CC=2N(C=C1)C(=CN2)C2=CC(=C(C(=O)NC1CC1)C(=C2)OC)OC(F)F)C 4-[7-(1-cyano-1-methyl-ethoxy)imidazo[1,2-a]pyridin-3-yl]-N-cyclopropyl-2-(difluoromethoxy)-6-methoxy-benzamide